furophenazine C1=COC=2C=CC=3N=C4C=CC=CC4=NC3C21